CN(CCC1=CN(C2=CC=CC=C12)C(=O)OC(C(C)C)OC([C@H](C(C)C)NC(=O)OC(C)(C)C)=O)C 1-(((S)-2-((tert-Butoxycarbonyl) amino)-3-methylbutanoyl) oxy)-2-methylpropyl 3-(2-(dimethylamino) ethyl)-1H-indole-1-carboxylate